6α-methyl-17α-hydroxypregn-4-ene-3,20-dione C[C@H]1C[C@H]2[C@@H]3CC[C@](C(C)=O)([C@]3(CC[C@@H]2[C@]2(CCC(C=C12)=O)C)C)O